(2E,4E)-5-(4-methoxyphenyl)-4-methylpenta-2,4-dienal COC1=CC=C(C=C1)/C=C(/C=C/C=O)\C